2-hexyl-phosphonous acid CC(CCCC)P(O)O